tert-butyl 10-(benzyloxy)-6-(2,4-dimethoxybenzyl)-9-fluoro-5,7-dioxo-5,6,7,13-tetrahydro-12H-indolo[2,3-a]pyrrolo[3,4-c]carbazole-12-carboxylate C(C1=CC=CC=C1)OC1=C(C=C2C=3C4=C(C5=C(C3N(C2=C1)C(=O)OC(C)(C)C)NC=1C=CC=CC15)C(N(C4=O)CC4=C(C=C(C=C4)OC)OC)=O)F